N1(CCC1)C(=O)N1[C@H]([C@H](CC1)NS(=O)(=O)CC)CC1=C(C(=CC=C1)C#CC1CC1)F N-((2S,3S)-1-(azetidine-1-carbonyl)-2-(3-(cyclopropylethynyl)-2-fluorobenzyl)pyrrolidin-3-yl)ethanesulfonamide